1-iodo-2-Butyne ICC#CC